ClC=1C=C(C=CC1)C(C(OC(=O)N[C@H](C(=O)N[C@H](C(=O)OC)C[C@H]1C(NCC1)=O)CC1CCCCC1)C1=CC2=CC=CC=C2C=C1)(C)C Methyl (2S)-2-((2S)-2-(((2-(3-chlorophenyl)-2-methyl-1-(naphthalen-2-yl)propoxy)carbonyl)amino)-3-cyclohexyl propanamido)-3-((S)-2-oxopyrrolidin-3-yl)propanoate